FC(C(=O)O)(F)F.ClC1=CC=C(C[C@H]2CO[C@H](CN2C2CCN(CC2)C2=NC=NC=C2)C)C=C1 (2S,5S)-5-(4-chlorobenzyl)-2-methyl-4-(1-(pyrimidin-4-yl)piperidin-4-yl)morpholine 2,2,2-trifluoroacetate